ClC1=C(C(=CC=2C3=C(C(NC12)=O)CN([C@H]3C)C(COC)=O)NC(C(F)(F)F)=O)Cl (S)-N-(6,7-dichloro-2-(2-methoxyacetyl)-1-methyl-4-oxo-2,3,4,5-tetrahydro-1H-pyrrolo[3,4-c]quinolin-8-yl)-2,2,2-trifluoroacetamide